carbonyl fluoride boron [B].C(=O)(F)F